COC1=NC=CC(=C1)C1=CC=C(C(=C1NC(=O)N=[S@](=O)(N)C=1C=NN2C1O[C@@H](C2)C)C)C(F)(F)F (R,2R)-N'-((6-(2-methoxypyridin-4-yl)-2-methyl-3-(trifluoromethyl)phenyl)carbamoyl)-2-methyl-2,3-dihydropyrazolo[5,1-b]oxazole-7-sulfonimidamide